4-amino-6-[3-(dimethylamino)prop-1-yn-1-yl]-N-[4-(methoxymethyl)phenyl]-7-(1-methylcyclopropyl)-7H-pyrrolo[2,3-d]pyrimidine-5-carboxamide NC=1C2=C(N=CN1)N(C(=C2C(=O)NC2=CC=C(C=C2)COC)C#CCN(C)C)C2(CC2)C